COC=1C=C(C(=NC1)N)C 5-methoxy-3-methylpyridin-2-amine